BrCCC1=C(C(=CC=C1)C)C 1-(2-bromoethyl)-2,3-dimethylbenzene